O[C@H](CN(C(C1=CC=C(C=C1)C1=CN(C2=NC=C(N=C21)C=2C=C1CCN(CC1=C(C2)OC)C)S(=O)(=O)CC2=CC=CC=C2)=O)C)C (S)-N-(2-hydroxypropyl)-4-(2-(8-methoxy-2-methyl-1,2,3,4-tetrahydroisoquinolin-6-yl)-5-toluenesulfonyl-5H-pyrrolo[2,3-b]pyrazin-7-yl)-N-methylbenzamide